5-((4-(((4-nitronaphthalen-1-yl)oxy)methyl)pyridin-2-yl)amino)pyrazine-2-carboxylic acid methyl ester COC(=O)C1=NC=C(N=C1)NC1=NC=CC(=C1)COC1=CC=C(C2=CC=CC=C12)[N+](=O)[O-]